2-chloro-4-methylsulfonylmethyl-benzaldehyde ClC1=C(C=O)C=CC(=C1)CS(=O)(=O)C